3-methoxy-[1,2,4]triazolo[4,3-a]pyridin-7-amine COC1=NN=C2N1C=CC(=C2)N